[Si](C)(C)(C(C)(C)C)O[C@@H]1C[C@H]2C(O[C@@H](C1)C2)=O (1S,3R,5R)-3-((tert-butyldimethylsilyl)oxy)-6-oxabicyclo[3.2.1]octane-7-one